2-Benzyl-3-oxo-2,3-dihydro-1H-isoindole-4-carboxylic acid C(C1=CC=CC=C1)N1CC=2C=CC=C(C2C1=O)C(=O)O